C[Si](OC1(CC1)C1=CC=C(C=C1)NC(OC(C)(C)C)=O)(C)C tert-butyl (4-(1-((trimethylsilyl)oxy)cyclopropyl)phenyl)carbamate